S1C(=CC=C1)C1=CC=C(C=C1)N(C1=CC=C(C=C1)C=O)C1=CC=C(C=C1)C=1SC=CC1 bis[4-(2-thienyl)phenyl]-4-formylphenylamine